3-amino-N-(2-(2,2-dimethylpyrrolidin-1-yl)ethyl)-4-fluorobenzamide NC=1C=C(C(=O)NCCN2C(CCC2)(C)C)C=CC1F